N-(5-(2-((4-(2-(2-aminopyridin-3-yl)-3H-imidazo[4,5-b]pyridin-3-yl)benzyl)amino)-2-oxoethyl)-2-formylphenyl)-1-methyl-1H-pyrazole-4-carboxamide NC1=NC=CC=C1C1=NC=2C(=NC=CC2)N1C1=CC=C(CNC(CC=2C=CC(=C(C2)NC(=O)C=2C=NN(C2)C)C=O)=O)C=C1